5-(5-bromo-2-pyridyl)-3-methyl-1,2,4-oxadiazole BrC=1C=CC(=NC1)C1=NC(=NO1)C